(9H-fluoren-9-yl)methyl (R)-2-((1-(tert-butoxy)-1-oxo-3-(tritylthio)propan-2-yl)carbamoyl)hydrazine-1-carboxylate C(C)(C)(C)OC([C@H](CSC(C1=CC=CC=C1)(C1=CC=CC=C1)C1=CC=CC=C1)NC(=O)NNC(=O)OCC1C2=CC=CC=C2C=2C=CC=CC12)=O